2-(2-hydroxy-prop-2-yl)pyrimidine OC(C)(C)C1=NC=CC=N1